ClC=1C=CC2=C(C1F)S(CC1=C2N(N=C1C(=O)N1CCOC2(CC2)C1)C1=CC=C(C=C1)CN1CCOCC1)(=O)=O (7-chloro-6-fluoro-1-(4-(morpholinomethyl)phenyl)-5,5-dioxido-1,4-dihydrothiochromeno[4,3-c]pyrazol-3-yl)(4-oxa-7-azaspiro[2.5]octan-7-yl)methanone